(3E)-6-bromo-3-hexenylmethoxymethyl ether BrCC/C=C/CCC(OC)OC(CC\C=C\CCBr)OC